1-chloro-4-(4-methoxyphenyl)phthalazine ClC1=NN=C(C2=CC=CC=C12)C1=CC=C(C=C1)OC